Cl.F[C@H]1C[C@H]2[C@@H](NC1)C1=C(O2)C=C(C=C1)OC(F)(F)F (3S,4aS,9bS)-3-fluoro-7-(trifluoromethoxy)-1,2,3,4,4a,9b-hexahydrobenzofuro[3,2-b]pyridine hydrochloride